OC1(CC1)C1=NNC(=N1)C1CC2(CN(C2)C(=O)N2CC(C2)C23CC(C2)(C3)C3=CC=C(C=C3)S(=O)(=O)C(F)(F)F)C1 [6-[3-(1-hydroxycyclopropyl)-1H-1,2,4-triazol-5-yl]-2-azaspiro[3.3]heptan-2-yl]-[3-[3-(4-triflylphenyl)-1-bicyclo[1.1.1]pentanyl]azetidin-1-yl]methanone